C1(=CC=CC=C1)C1=NC(=NC(=N1)C1=CC=CC=C1)N1C2=CC=CC=C2C2=CC=C3C(=C12)N(C=1C=CC=CC13)C1=CC=CC=C1 11-(4,6-diphenyl-1,3,5-triazine-2-yl)-12-phenyl-11H,12H-indolo[2,3-a]carbazole